(5-fluoro-6-methoxypyridin-3-yl)methylamine hydrochloride Cl.FC=1C=C(C=NC1OC)CN